NCC1=C(C=C(C=C1)N1CCN(CC1)C(=O)OC(C)(C)C)C tert-butyl 4-(4-(aminomethyl)-3-methylphenyl)piperazine-1-carboxylate